ClC1=CC=C(C=C1)C(=C)NC(C)=O N-(1-(4-chlorophenyl)vinyl)acetamide